FC(O[C@H]1C[C@H](C1)C(C)=O)(F)F 1-((cis)-3-(trifluoromethoxy)cyclobutyl)ethanone